7-(methylamino)-N-(2'-aminoethyl)-2,1,3-benzooxadiazole-4-sulfonylamine hydrochloride Cl.CNC1=CC=C(C=2C1=NON2)S(=O)(=O)NCCN